5-isobutyl-6-(2-(2-methyl-6-(trifluoromethyl)pyrimidin-4-yl)-2,6-diazaspiro[3.4]octan-6-yl)-1,5-dihydro-4H-pyrazolo[3,4-d]pyrimidin-4-one hydrochloride Cl.C(C(C)C)N1C(=NC2=C(C1=O)C=NN2)N2CC1(CN(C1)C1=NC(=NC(=C1)C(F)(F)F)C)CC2